5-(3-hydroxypiperidin-1-yl)pyrazolo[1,5-a]pyrimidine OC1CN(CCC1)C1=NC=2N(C=C1)N=CC2